FC(CN1C=NC2=C1C=C(C=C2F)C=2C=CN1N=C(N=C(C12)OC)N[C@@H]1[C@@H](CN(CC1)C(CO)=O)F)F 1-((3R,4S)-4-((5-(1-(2,2-difluoroethyl)-4-fluoro-1H-benzo[d]imidazol-6-yl)-4-methoxypyrrolo[2,1-f][1,2,4]triazin-2-yl)amino)-3-fluoropiperidin-1-yl)-2-hydroxyethan-1-one